(2R)-2-(6-{5-chloro-2-[(oxan-4-yl)amino]pyrimidin-4-yl}-1-oxo-2,3-dihydro-1H-isoindol-2-yl)-N-[(1R)-2,3-dihydro-1H-inden-1-yl]-3-hydroxypropanamide ClC=1C(=NC(=NC1)NC1CCOCC1)C1=CC=C2CN(C(C2=C1)=O)[C@@H](C(=O)N[C@@H]1CCC2=CC=CC=C12)CO